FC=1C=CC(=C(C1)NC[C@H]1C[C@H](CC1)CO)[N+](=O)[O-] ((1S,3R)-3-(((5-fluoro-2-nitrophenyl)amino)methyl)cyclopentyl)methanol